C(O)(O)=O.C1(=CC=CC=C1)C#CC1=CC=CC=C1 1,2-diphenyl vinylene carbonate